(2S,4R)-4-amino-2-methyl-piperidine-1-carboxylic acid tert-butyl ester hydrochloride Cl.C(C)(C)(C)OC(=O)N1[C@H](C[C@@H](CC1)N)C